C(=O)([O-])C(O)C(O)C(=O)[O-].[Al+3].C(=O)([O-])C(O)C(O)C(=O)[O-].C(=O)([O-])C(O)C(O)C(=O)[O-].[Al+3] Aluminium tartrat